CC(C(=O)NCC(=C)C)C 2-methyl-N-(2-methylallyl)propanamide